(4-(4-(3H-imidazo[4,5-b]pyridin-7-yl)-1H-pyrazol-1-yl)-2-methoxyphenyl)acetonitrile N1=CNC2=NC=CC(=C21)C=2C=NN(C2)C2=CC(=C(C=C2)CC#N)OC